FC(C1=C(C=C2CCN(C2=C1)N1C=C(C2=CC=CC(=C12)C(C)C)C(=O)NC)C=1C=NC(=CC1)C(NCCC#CC1=C2CN(C(C2=CC=C1)=O)C1C(NC(CC1)=O)=O)=O)F (6-(Difluoromethyl)-5-(6-((4-(2-(2,6-dioxopiperidin-3-yl)-1-oxoisoindolin-4-yl)but-3-yn-1-yl)carbamoyl)pyridin-3-yl)indolin-1-yl)-7-isopropyl-N-methyl-1H-indole-3-carboxamide